1-bromo-3-(1-(5-chloro-2-ethoxy-3-iodo-4-methylphenyl)ethyl)imidazo[1,5-a]pyrazin BrC=1N=C(N2C1C=NC=C2)C(C)C2=C(C(=C(C(=C2)Cl)C)I)OCC